C(C)(C)(C)OC(=O)N[C@H](C(=O)N1[C@@H]([C@H]2[C@H]3CC[C@@H]([C@H]2C1)O3)C(=O)O)C(C)(C)C (1S,3aR,4S,7R,7aS)-2-((S)-2-((tert-butoxycarbonyl)amino)-3,3-dimethylbutanoyl)octahydro-1H-4,7-epoxyisoindole-1-carboxylic acid